{4-[5-amino-6-(2-chloro-3,6-difluoro-benzyloxy)-pyrazin-2-yl]-phenyl}-(4-pyrrolidin-1-yl-piperidin-1-yl)-methanone NC=1N=CC(=NC1OCC1=C(C(=CC=C1F)F)Cl)C1=CC=C(C=C1)C(=O)N1CCC(CC1)N1CCCC1